2-[3-(6-methyl-2-pyridyl)-1H-pyrazol-4-yl]-7-pyridazin-4-yl-1,5-naphthyridine CC1=CC=CC(=N1)C1=NNC=C1C1=NC2=CC(=CN=C2C=C1)C1=CN=NC=C1